FC1(CN(CC[C@H]1NC1=NN2C(C(=N1)OC)=C(C=C2)C=2C=C(C1=C(N(C=N1)CCF)C2)F)C(C([2H])([2H])[2H])=O)F (R)-1-(3,3-difluoro-4-((5-(4-fluoro-1-(2-fluoroethyl)-1H-benzo[d]imidazol-6-yl)-4-methoxypyrrolo[2,1-f][1,2,4]triazin-2-yl)amino)piperidin-1-yl)ethan-1-one-2,2,2-d3